4-phenoxythieno[3,2-c]pyridine O(C1=CC=CC=C1)C1=NC=CC2=C1C=CS2